ClC1=CC=C(C=C1)[C@]12[C@](C3=C(C=NC=C3OC)O1)([C@@H]([C@@H]([C@H]2C2=CC=CC=C2)CN(C)C)O)O (4bS,5R,6S,7S,7aR)-7a-(4-chlorophenyl)-6-((dimethylamino)methyl)-4-methoxy-7-phenyl-5,6,7,7a-tetrahydro-4bH-cyclopenta[4,5]furo[2,3-c]pyridine-4b,5-diol